1-(4-((4-([1,1'-biphenyl]-3-yl)-5-fluoropyrimidin-2-yl)amino)piperidin-1-yl)-2-bromoethan-1-one C1(=CC(=CC=C1)C1=NC(=NC=C1F)NC1CCN(CC1)C(CBr)=O)C1=CC=CC=C1